C(C1=CC=CC=C1)OC=1C(=CC2=C(C=CC3N(C2=O)CC(C3)=C)C1)OC 8-(benzyloxy)-7-methoxy-2-methylene-2,3-dihydro-1H-benzo[e]-pyrrolo[1,2-a]azepin-5(11aH)-one